bromo-3-vinyl-benzophenone BrC1=C(C(=O)C2=CC=CC=C2)C=CC=C1C=C